Cl[N-]S(=O)(=O)C1=CC=C(C=C1)[N+](=O)[O-].[Na+] sodium chloro((4-nitrophenyl)sulfonyl)amide